4-((4-aminobutyl)thio)-6,7-dimethoxy-quinoline-3-carbonitrile NCCCCSC1=C(C=NC2=CC(=C(C=C12)OC)OC)C#N